(2R,5S)-5-(aminomethyl)-2-[3-(4-chlorophenyl)phenyl]-1,1-dioxo-1,4-thiazepan-3-one, hydrochloride Cl.NC[C@H]1NC([C@H](S(CC1)(=O)=O)C1=CC(=CC=C1)C1=CC=C(C=C1)Cl)=O